C(C)OC(C)C(C)OCC 2,3-diethoxybutane